ethylenebis(oxyethylene) bis(3-(5-t-butyl-hydroxy-m-tolyl) propionate) C(C)(C)(C)C=1C=C(C(=C(C1)C)O)CCC(=O)OCCOCCOCCOC(CCC=1C(=C(C=C(C1)C(C)(C)C)C)O)=O